2-chloro-7,7-dimethyl-4-nitro-6,7-dihydro-5H-cyclopenta[b]pyridine 1-oxide ClC1=CC(=C2C(=[N+]1[O-])C(CC2)(C)C)[N+](=O)[O-]